FC1=CC=C(CS(=O)CC2=CC=C(C=C2)F)C=C1 (4-fluorobenzyl)sulfoxide